O=C1N(CCC(N1)=O)C=1C=C(C(=O)N2CCC(CC2)CN2CCNCC2)C=CC1 4-((1-(3-(2,4-dioxotetrahydropyrimidin-1(2H)-yl)benzoyl)piperidin-4-yl)methyl)piperazin